C(C)(C)(C)OC(=O)N1C2CC(C(C1CC)C2)OCC2=C(C=NN2C2=C(C=CC=C2Cl)Cl)C2CC2 5-[[4-cyclopropyl-1-(2,6-dichlorophenyl)-1H-pyrazol-5-yl]methoxy]-3-ethyl-2-azabicyclo[2.2.1]heptane-2-carboxylic acid tert-butyl ester